NCCCCN[C@@H]1C[C@H](CCC1)NC1=NC=C(C(=N1)C1=CNC2=C(C(=CC=C12)C(=O)O)P(=O)(C)C)C(F)(F)F 3-(2-(((1S,3S)-3-((4-aminobutyl)amino)cyclohexyl)amino)-5-(trifluoromethyl)pyrimidin-4-yl)-7-(dimethylphosphoryl)-1H-indole-6-carboxylic acid